The molecule is a phosphate ion that is the conjugate base of hydrogenphosphate. It is a phosphate ion and a trivalent inorganic anion. It is a conjugate base of a hydrogenphosphate. [O-]P(=O)([O-])[O-]